[Si](C)(C)(C(C)(C)C)OC[C@](CCCC)(C)NC=1C2=C(N=C(N1)NCC1=C(C=C(C=C1)OC)OC)C=NC(=N2)Cl (R)-N4-(1-((tert-butyldimethylsilyl)oxy)-2-methylhex-2-yl)-6-chloro-N2-(2,4-dimethoxybenzyl)pyrimido[5,4-d]pyrimidine-2,4-diamine